BrC1=CC=NC2=CC(=C(C=C12)Cl)C1=C2C=NN(C2=CC=C1C)C(=O)OC(C)(C)C tert-butyl 4-(4-bromo-6-chloroquinolin-7-yl)-5-methyl-1H-indazole-1-carboxylate